3-((3-((4-(1-(4-(5,7-dimethoxy-4-oxo-3,4-dihydroquinazolin-2-yl)phenyl)piperidin-4-yl)piperazin-1-yl)methyl)phenyl)amino)piperidine-2,6-dione COC1=C2C(NC(=NC2=CC(=C1)OC)C1=CC=C(C=C1)N1CCC(CC1)N1CCN(CC1)CC=1C=C(C=CC1)NC1C(NC(CC1)=O)=O)=O